tert-butyl N-(azetidin-3-yl)-N-methylcarbamate hydrochloride Cl.N1CC(C1)N(C(OC(C)(C)C)=O)C